N-(2-((1r,3r,5r,7r)-adamantan-2-ylamino)ethyl)-5-(4-chlorophenyl)-1-(2,4-dichlorophenyl)-1H-pyrazole-3-carboxamide C12C(C3CC(CC(C1)C3)C2)NCCNC(=O)C2=NN(C(=C2)C2=CC=C(C=C2)Cl)C2=C(C=C(C=C2)Cl)Cl